4-(benzo[b]thiophen-4-yl)-1-(4-(2-oxo-1,2-dihydroquinolin-7-yloxy)butyl)-1-(tetradecanoyloxymethyl)piperazin-1-ium iodide [I-].S1C2=C(C=C1)C(=CC=C2)N2CC[N+](CC2)(COC(CCCCCCCCCCCCC)=O)CCCCOC2=CC=C1C=CC(NC1=C2)=O